3-Hydroxypyruvat OCC(C(=O)[O-])=O